N-(2-(((3'-Methyl-[1,1'-biphenyl]-4-yl)methyl)amino)ethyl)isoquinoline-5-sulfonamide CC=1C=C(C=CC1)C1=CC=C(C=C1)CNCCNS(=O)(=O)C=1C=2C=CN=CC2C=CC1